C(=O)C1=CC=C(N1)C(=O)OC Methyl 5-formyl-1H-pyrrole-2-carboxylate